3-chloro-N-(2-(5-(5-(2-cyclopentylethyl)-1,2,4-oxadiazol-3-yl)-1H-benzo[d]imidazol-1-yl)ethyl)benzamide ClC=1C=C(C(=O)NCCN2C=NC3=C2C=CC(=C3)C3=NOC(=N3)CCC3CCCC3)C=CC1